(2-chloro-4-fluoro-3-((5-fluoro-3-methyl-4-oxo-3,4-dihydroquinazolin-6-yl)oxy)phenyl)aminoFormic acid tert-butyl ester C(C)(C)(C)OC(=O)NC1=C(C(=C(C=C1)F)OC=1C(=C2C(N(C=NC2=CC1)C)=O)F)Cl